tert-butyl 6-((1-methyl-1H-indazol-6-yl) oxy)-2-oxo-3,4-dihydroquinoline-1(2H)-carboxylate CN1N=CC2=CC=C(C=C12)OC=1C=C2CCC(N(C2=CC1)C(=O)OC(C)(C)C)=O